N[C@@H]1CN(CC[C@H]1F)C1=NC2=C(N1CC1=NC=C(C#N)C=C1)C=C(C(=C2)F)F 6-((2-((3R,4R)-3-Amino-4-fluoropiperidin-1-yl)-5,6-difluoro-1H-benzo[d]imidazol-1-yl)methyl)nicotinonitril